ClC1=CC=C2C(=CNC2=C1C(F)F)S(=O)(=O)NC1=NC=C(C(=N1)OC)CC(F)F 6-chloro-N-[5-(2,2-difluoroethyl)-4-methoxy-pyrimidin-2-yl]-7-(difluoromethyl)-1H-indole-3-sulfonamide